NC1=C2N=C(N(C2=NC(=N1)OCC)CC1=C(C=C(C=C1)CN1CCNCC1)OC)O 6-amino-2-ethoxy-9-(2-methoxy-4-(piperazin-1-ylmethyl)benzyl)-9H-purin-8-ol